(Z)-S-(2-(N-((4-amino-2-methylpyrimidin-5-yl)methyl)formamido)-5-hydroxypent-2-en-3-yl) 2-ethoxynaphthalene-1-carbothioate C(C)OC1=C(C2=CC=CC=C2C=C1)C(S\C(=C(\C)/N(C=O)CC=1C(=NC(=NC1)C)N)\CCO)=O